2-Hydroxyglutaric acid OC(C(=O)O)CCC(=O)O